CN1C(N(CCC1)C)=O 1,3-dimethyl-3,4,5,6-tetrahydro-2(1H)pyrimidone